CC(=O)OC[C@@H]1[C@H]([C@@H]([C@H]([C@@H](O1)O[C@]23C[C@@H]4[C@]2([C@@H]5O[C@]3(C[C@]4(O5)O)C)COC(=O)C6=CC=CC=C6)O)O)O The molecule is a semisynthetic monoterpene glycoside obtained by acetylation of the 6'-position of the natural product paeoniflorin. It has a role as an anti-inflammatory agent and an anti-allergic agent. It is a beta-D-glucoside, a bridged compound, a cyclic acetal, a lactol, a monoterpene glycoside, a benzoate ester, an acetate ester, an O-acyl carbohydrate and a semisynthetic derivative. It derives from a paeoniflorin.